6-Fluoro-1-(4-(morpholinylmethyl)phenyl)-1,4-dihydrothiochromeno[4,3-c]pyrazole-3-carboxylic acid 5,5-diOxide FC1=CC=CC2=C1S(CC1=C2N(N=C1C(=O)O)C1=CC=C(C=C1)CN1CCOCC1)(=O)=O